NC=1N=C(SC1C(=O)C1=CC(=NO1)C(=O)NC1(CCC1)C)N(C1=CC(=C(C=C1)F)F)[C@@H](C(=O)N)C |r| rac-5-[4-Amino-2-(N-(2-amino-1-methyl-2-oxoethyl)-3,4-difluoro-anilino)thiazol-5-carbonyl]-N-(1-methylcyclobutyl)isoxazol-3-carboxamid